2,2-di((9Z,12Z)-octadeca-9,12-dienyl)tetrahydro-3aH-cyclopenta[d][1,3]dioxol-5-amine C(CCCCCCC\C=C/C\C=C/CCCCC)C1(OC2C(O1)CC(C2)N)CCCCCCCC\C=C/C\C=C/CCCCC